cis-2-(Cyanomethyl)-N-(4-fluoro-3-methylphenyl)-7-methyl-2,3,3a,4,10,10a-hexahydro-1H,7H-dipyrrolo[3,4-b:3',4'-f][1,4,5]oxathiazocin-8-carboxamid-5,5-dioxid C(#N)CN1C[C@H]2NS(C=3C(OC[C@H]2C1)=C(N(C3)C)C(=O)NC3=CC(=C(C=C3)F)C)(=O)=O